C(#N)C1=CC=C(C=C1)CNC(=O)[C@H]1N(C[C@@H](C1)O)C(=O)OC(C)(C)C tert-butyl (2S,4R)-2-[(4-cyanophenyl)methylcarbamoyl]-4-hydroxy-pyrrolidine-1-carboxylate